C(C)(C)OC(=O)[C@@]1(C[C@H](CCC1)O)F |r| (±)-cis-1-fluoro-3-hydroxycyclohexanecarboxylic acid isopropyl ester